FC1=C(CN2C(=NC(=C2)[N+](=O)[O-])C)C=CC(=C1)F 1-(2,4-difluorobenzyl)-2-methyl-4-nitro-1H-imidazole